10-Hydroxy-hexacosanoic acid OC(CCCCCCCCC(=O)O)CCCCCCCCCCCCCCCC